C1(CCC(N1OC(CCC(C)C)=O)=O)=O 4-Methylpentanoic acid succinimidyl ester